FC(CNC1=C(C(=O)NC2CCC(CC2)NC2=CC=CC=3N2C=C(N3)C(F)F)C=CC=C1)F 2-[(2,2-difluoroethyl)amino]-N-[(1s,4s)-4-{[2-(difluoromethyl)imidazo[1,2-a]pyridin-5-yl]amino}cyclohexyl]benzamide